C(#N)CC(=O)N1C[C@@H]2C[C@@H]([C@H](C1)C2)OC2=CC=NC1=CC(=C(C=C21)OC(C)C)C(=O)N 4-{[(1S,5S,6S)-3-(cyanoacetyl)-3-azabicyclo[3.2.1]oct-6-yl]oxy}-6-(propan-2-yloxy)quinoline-7-carboxamide